5-((3-fluoropyridin-2-yl)(morpholino)methyl)-2-methylbenzo[d]thiazol-4-ol FC=1C(=NC=CC1)C(C1=CC=C2C(N=C(S2)C)=C1O)N1CCOCC1